methyl (2R,3S)-3-(bromomethyl)oxirane-2-carboxylate BrC[C@@H]1[C@@H](O1)C(=O)OC